C(CCCCCCCCCCCCCCC)O Cetyl alcohol